methyl 1-(2,2-dimethoxyethyl)-beta-carboline-3-carboxylate COC(CC1=NC(=CC=2C3=CC=CC=C3NC12)C(=O)OC)OC